S(N)(=O)(=O)C1=CC=C(CCN2C=NC3=C2C=CC=C3)C=C1 1-(4-sulfamoylphenethyl)-1H-benzo[d]imidazole